OC=1C=C(C=CC1O)/C=C/C(=O)NCCC1=CC=C(C=C1)OCC (E)-3-(3,4-dihydroxyphenyl)-N-(4-ethoxyphenylethyl)acrylamide